COC(=O)C1COCC1NC(=O)[C@]1(CC(=NO1)C1=CC(=CC(=C1)F)F)C 4-[[(5R)-3-(3,5-difluorophenyl)-5-methyl-4H-isoxazole-5-carbonyl]amino]tetrahydrofuran-3-carboxylic acid methyl ester